C(C)OCC1(CN(CC1)CC=1N=C(SC1)C)CCC1=CC=CC=C1 4-((3-(ethoxymethyl)-3-phenethyl-pyrrolidin-1-yl)methyl)-2-methylthiazole